C(C)(=O)NCCN(CC[C@@H](C(=O)O)NC1=NC(=CN=C1)C)CCCCC1=NC=2NCCCC2C=C1 (S)-4-((2-acetamidoethyl)(4-(5,6,7,8-tetrahydro-1,8-naphthyridin-2-yl)butyl)amino)-2-((6-methylpyrazin-2-yl)amino)butanoic acid